5-phenoxy-benzoborazole O(C1=CC=CC=C1)C=1C=CC2=C(C=NB2)C1